lithium 4,5,6,7-tetracyano-2-trifluoromethylbenzimidazolide C(#N)C1=C(C(=C(C=2N=C([N-]C21)C(F)(F)F)C#N)C#N)C#N.[Li+]